2-((5-Methyl-3-(6-methylpyridin-3-yl)isoxazol-4-yl)methyl)-5-(3-(pyridin-4-yloxy)azetidin-1-yl)pyridazin-3(2H)-one CC1=C(C(=NO1)C=1C=NC(=CC1)C)CN1N=CC(=CC1=O)N1CC(C1)OC1=CC=NC=C1